FC(COP(=O)(OCC(F)(F)F)[O-])(F)F Bis(2,2,2-trifluoroethyl)phosphat